2-bromo-N-(2-chloro-5-fluorobenzoyl)-N-(4-methoxybenzyl)benzo[d]thiazole-5-carboxamide BrC=1SC2=C(N1)C=C(C=C2)C(=O)N(CC2=CC=C(C=C2)OC)C(C2=C(C=CC(=C2)F)Cl)=O